(R)-6-(3-(2-Ethoxyphenoxy)piperidin-1-yl)-N-(5-phenylpyridin-2-yl)pyrazin-2-amin C(C)OC1=C(O[C@H]2CN(CCC2)C2=CN=CC(=N2)NC2=NC=C(C=C2)C2=CC=CC=C2)C=CC=C1